8-Methoxy-4-morpholin-4-yl-chromen-2-one COC=1C=CC=C2C(=CC(OC12)=O)N1CCOCC1